FC(C1=CC=C(C=C1)S(=O)(=O)N1C[C@H](OCC1)C1=C(SC2=C1C=CC=C2)C(=O)N)(F)F |o1:13| 3-[(R) or (S)-4-[4-(trifluoromethyl)phenyl]sulfonylmorpholin-2-yl]benzothiophene-2-carboxamide